OCCS(=O)(=O)C=1C=C(OC[C@H](CN[C@H]2COC3(C2)CCN(CC3)S(=O)(=O)C3=CC(=CC=C3)C3=NC=C(C=C3)C)O)C=CC1 (S)-1-(3-(2-hydroxyethylsulfonyl)phenoxy)-3-((R)-8-(3-(5-methylpyridin-2-yl)benzenesulfonyl)-1-oxa-8-azaspiro[4.5]decan-3-ylamino)propan-2-ol